Cl.N1(CCNCC1)C12CCC(CC1)(CC2)N2N=C1C=C(C=CC1=C2)C(=O)OC methyl 2-(4-(piperazin-1-yl) bicyclo[2.2.2]oct-1-yl)-2H-indazole-6-carboxylate hydrochloride